C1(CC1)S(=O)(=O)NC1=CC(=NC=C1)CNC(C1=C(C=C(C=C1)C1=NC(=CN=C1)C(F)(F)F)F)=O N-[(4-cyclopropanesulfonamidopyridin-2-yl)methyl]-2-fluoro-4-[6-(trifluoromethyl)pyrazin-2-yl]benzamide